C(C)(C)C1N2C(C3=CC(=C(C=C3C1)OCCCOC)C(=O)OCC1=CC=CC=C1)CC(C(=C2)C(=O)OCC)=O 10-benzyl 3-ethyl 6-isopropyl-9-(3-methoxypropoxy)-2-oxo-2,6,7,11b-tetrahydro-1H-pyrido[2,1-a]isoquinoline-3,10-dicarboxylate